CC1([C@@H](NC(O1)=O)C1=CC=CC=C1)C (S)-5,5-dimethyl-4-phenyloxazolidin-2-one